2-(1-acryloyl-4-(8-chloro-7-(3-chloro-2-methylphenyl)-6-fluoro-4-((1-methylpyrrolidin-2-yl)methoxy)-1H-imidazo[4,5-c]quinolin-1-yl)piperidin-2-yl)acetonitrile C(C=C)(=O)N1C(CC(CC1)N1C=NC=2C(=NC=3C(=C(C(=CC3C21)Cl)C2=C(C(=CC=C2)Cl)C)F)OCC2N(CCC2)C)CC#N